(3S,4R)-3-ALLYLTETRAHYDRO-2H-PYRAN-4-OL C(C=C)[C@H]1COCC[C@H]1O